6,10-dimethyl-4,5,9-undecatrien-2-one CC(=C=CCC(C)=O)CCC=C(C)C